sodium tetramethylbenzenesulfonate CC=1C(=C(C(=C(C1)S(=O)(=O)[O-])C)C)C.[Na+]